CN1N=CC(=C1C=1C=CC(=NC1)N)C (5-(1,4-dimethyl-1H-pyrazol-5-yl)pyridin-2-yl)ammonia